5-(4-((6-(3-ethylureido)pyridazin-3-yl)methyl)piperazin-1-yl)-6-fluoro-N-methylpicolinamide C(C)NC(NC1=CC=C(N=N1)CN1CCN(CC1)C=1C=CC(=NC1F)C(=O)NC)=O